N-(5-((2-(5-azaspiro[3.5]nonan-5-yl)ethyl)carbamoyl)-2-methylpyridin-3-yl)-7-(1-methyl-1H-pyrazol-4-yl)-[1,2,4]triazolo[4,3-a]pyridine-3-carboxamide C1CCC12N(CCCC2)CCNC(=O)C=2C=C(C(=NC2)C)NC(=O)C2=NN=C1N2C=CC(=C1)C=1C=NN(C1)C